3-fluoro-N-methylbenzamide FC=1C=C(C(=O)NC)C=CC1